CCOCCC(=O)[O-] 3-methylmethoxy-propionate